ClC=1N=C(C2=C(N1)COC2)N2CC=1C=C(C=NC1CC2)N2C1=C(OCC2)N=CC=C1 1-(6-(2-Chloro-5,7-dihydrofuro[3,4-d]pyrimidin-4-yl)-5,6,7,8-tetrahydro-1,6-naphthyridin-3-yl)-2,3-dihydro-1H-pyrido[2,3-b][1,4]oxazine